1-(4-methylpiperazin-1-yl)ethan CN1CCN(CC1)CC